C=CC=CCC(CCC)=O 6-nondienal